(2S,3S,4R,5R)-N-ethyl-3,4-dihydroxyl-5-(2-(1-methyl-1H-pyrrol-3-yl)-6-(methylamino)-9H-purin-9-yl)tetrahydrofuran-2-carboxamide C(C)NC(=O)[C@H]1O[C@H]([C@@H]([C@@H]1O)O)N1C2=NC(=NC(=C2N=C1)NC)C1=CN(C=C1)C